C[C@H]1CN(C[C@H](O1)C)C1=NC=C(C=N1)C (2S,6R)-2,6-dimethyl-4-(5-methylpyrimidin-2-yl)morpholine